COC1=CC=C(COCCC(CCCCCCCCCC(=O)OC\C=C/CCCCC)CCCCCCCCC)C=C1 (Z)-oct-2-en-1-yl 11-(2-((4-methoxybenzyl)oxy)ethyl)icosanoate